BrC1=CC=C(C=C1)CON[C@@H](C(C)C)C(=O)P(=O)(Cl)Cl 4-bromophenylmethoxy-valylphosphoryl chloride